2-(4-fluorophenyl)-5-chloroindole FC1=CC=C(C=C1)C=1NC2=CC=C(C=C2C1)Cl